FC=1C(=C(C=CC1F)C(=O)N1CC(C1)(O)CNCC(C)(C)C)NC1=C(C=C(C=C1)I)F 1-({3,4-difluoro-2-[(2-fluoro-4-iodophenyl)amino]phenyl}carbonyl)-3-{[(2,2-dimethylpropyl)amino]methyl}azetidin-3-ol